C12OCC(N(C1)C(C)C1=CC=C(COC3=C4CN(C(C4=CC=C3)=O)[C@@H](CCC(=O)OC(C)(C)C)C(=O)N)C=C1)C2 Tert-butyl (4S)-4-(4-((4-(1-(2-oxa-5-azabicyclo[2.2.1]heptan-5-yl)ethyl)benzyl)oxy)-1-oxoisoindolin-2-yl)-5-amino-5-oxopentanoate